2,6-Dichloro-N-methyl-3-nitropyridin-4-amine ClC1=NC(=CC(=C1[N+](=O)[O-])NC)Cl